tert-Butyl N-[(1R,3R)-3-[4-[(2,4-dimethoxyphenyl)methylamino]-3-[4-[[(5-fluoro-2-methoxy-benzoyl)amino]methyl]phenyl]pyrazolo[4,3-c]pyridin-1-yl]cyclohexyl]carbamate COC1=C(C=CC(=C1)OC)CNC1=NC=CC2=C1C(=NN2[C@H]2C[C@@H](CCC2)NC(OC(C)(C)C)=O)C2=CC=C(C=C2)CNC(C2=C(C=CC(=C2)F)OC)=O